2-methoxyethyl 5-((chlorosulfonyl) oxy)-4,4-dimethylpentanoate ClS(=O)(=O)OCC(CCC(=O)OCCOC)(C)C